C(C)C(CN1CCN(CC1)C(=O)C1=CC(=NC2=CC=C(C=C12)C)C=1OC(=CC1)C)CC (4-(2-ethylbutyl)piperazin-1-yl)(6-methyl-2-(5-methylfuran-2-yl)quinolin-4-yl)methanone